C(C)(C=C)(CCC=C(C)C)OC(C1=CC=CC=C1)=O Linalylbenzoat